C(C(C)=C)[Pd] (methallyl)Palladium